5-((dimethylamino)methyl)-4-(pyridin-2-yl)N-(4-(trifluoromethyl)pyridin-2-yl)thiazol-2-amine CN(C)CC1=C(N=C(S1)NC1=NC=CC(=C1)C(F)(F)F)C1=NC=CC=C1